1-benzyl-N-(2-chloro-4-methoxybenzyl)piperidine-4-carboxamide C(C1=CC=CC=C1)N1CCC(CC1)C(=O)NCC1=C(C=C(C=C1)OC)Cl